C(#N)C=1C=C(C=CC1)N1N=NC(=C1)CN1C(O[C@]2(C1)C[C@H](CCC2)CN2C=NC1=C2C=C(C=C1)C#N)=O 1-[((5S,7S)-3-{[1-(3-cyanophenyl)-1H-1,2,3-triazol-4-yl]methyl}-2-oxo-1-oxa-3-azaspiro[4.5]dec-7-yl)methyl]-1H-benzimidazole-6-carbonitrile